COC=1C=C(C=CC1OC)C=1N=C2N(C(C1)=O)C=C(C=C2)N2CC(NCC2)(C)C 2-(3,4-dimethoxyphenyl)-7-(3,3-dimethylpiperazin-1-yl)-4H-pyrido[1,2-a]pyrimidin-4-one